C(C=C)(=O)N1CCN(CC1)CCC([2H])([2H])N1C(C(=CC2=C1N=C(N=C2)NC)C2=C(C(=CC(=C2Cl)OC)OC)Cl)=O 8-(3-(4-Acryloylpiperazin-1-yl)propyl-1,1-d2)-6-(2,6-dichloro-3,5-dimethoxyphenyl)-2-(methylamino)pyrido[2,3-d]pyrimidin-7(8H)-one